N1C=C(C2=CC=C3C(=C12)C=CC=C3)C=O 1H-benzo[g]indole-3-carbaldehyde